O=C(C(=O)[O-])CC(=O)[O-] oxosuccinate